cyclohexyl phthalate (2-n-butoxyethyl)phthalate C(CCC)OCCOC(C=1C(C(=O)O)=CC=CC1)=O.C(C=1C(C(=O)O)=CC=CC1)(=O)OC1CCCCC1